O1C(=CC2=C1C=CC=C2)C2=CN=C1N2N=C(C(=C1)C1=CC=CC=C1)Cl 3-(2-benzofuranyl)-6-chloro-7-phenyl-imidazo[1,2-b]pyridazine